2-[3-Hydroxy-4-[3-(3-hydroxyphenyl)prop-2-enoyl]phenoxy]-2-methylpropanoic acid OC=1C=C(OC(C(=O)O)(C)C)C=CC1C(C=CC1=CC(=CC=C1)O)=O